C(C(=C)C)(=O)OCCN(CC)CC 2-(Diethylamino)ethyl methacrylate